N-[(4R)-1-methyl-1H,4H,5H,6H-cyclopenta[d]Imidazol-4-yl]-1-{[2-(trimethylsilyl)ethoxy]Methyl}-1H-pyrazole-5-carboxamide CN1C=NC2=C1CC[C@H]2NC(=O)C2=CC=NN2COCC[Si](C)(C)C